BrC1=CC(=C(O[C@H](C(=O)OCC)C2CC2)C=C1F)C1=NOCC1OCCCC (2S)-ethyl 2-[4-bromo-5-fluoro-2-(4-butoxy-4,5-dihydroisoxazol-3-yl) phenoxy]-2-cyclopropylacetate